CC(COOC(CCCCCC(C)(C)C)=O)CC(C)(C)C.N1=C(C=CC=C1)CCC 3-(pyridin-2-yl)propane 2,4,4-trimethylpentylperoxyneoDecanoate